triphenyl-methyl hydroperoxid C1(=CC=CC=C1)C(C1=CC=CC=C1)(C1=CC=CC=C1)OO